OCCC1=C(C=CC=C1)C=1C=NC=CC1C(=O)O 3-[2-(2-hydroxyethyl)phenyl]pyridine-4-carboxylic acid